FC1=CC=C(C=C1)C1=NOC(=C1)[C@@H]([C@@](CN1N=NN=C1)(O)C1=C(C=C(C=C1)F)F)C (2R,3R)-3-(3-(4-fluorophenyl)isoxazol-5-yl)-2-(2,4-difluorophenyl)-1-(1H-tetrazol-1-yl)butan-2-ol